COC1=CC=C(C=C1)C1=NOC(=C1)N1CCC(CC1)C(=O)O 1-(3-(4-Methoxyphenyl)isoxazol-5-yl)piperidine-4-carboxylic acid